1,2,2-trimethyldecahydroquinoxaline CN1C(CNC2CCCCC12)(C)C